CO[C@@H]1C[C@@H](CCC1)NC1=NC(=NC=C1C(=O)O)SC 4-((1r,3s)-3-methoxycyclohexylamino)-2-(methylthio)pyrimidine-5-carboxylic acid